2-(5-((3-amino-5-methyl-1H-pyrazol-1-yl)methyl)pyridin-2-yl)propan-2-ol hydrochloride Cl.NC1=NN(C(=C1)C)CC=1C=CC(=NC1)C(C)(C)O